C(C)(=O)OI1(OC(C2=C1C=CC=C2)=O)(OC(C)=O)OC(C)=O 1,1-bis(acetyloxy)-3-oxo-3H-1lambda5,2-benziodaoxol-1-yl acetate